C(C)C1=C(C=CC(=C1F)F)[C@@H]1[C@H](O[C@@]([C@@H]1C)(C(F)(F)F)C)C(=O)NC1=CC(=NC=C1)C(=O)N 4-[[(2S,3R,4R,5S)-3-(2-Ethyl-3,4-difluoro-phenyl)-4,5-dimethyl-5-(trifluoromethyl)tetrahydrofuran-2-carbonyl]amino]pyridin-2-carboxamid